7-methoxy-5,6-dimethyl-6H-pyrido[4,3-b]carbazole-1-carboxylic acid COC1=CC=CC=2C=3C=C4C(=C(C3N(C12)C)C)C=CN=C4C(=O)O